CCC(CN)CCCC 2-2-Ethylhexylamine